3-((2-chloro-6-(methyl-d3)-5,6,7,8-tetrahydropyrido[4,3-d]pyrimidin-4-yl)oxy)-10-methyl-9,10,11,12-tetrahydro-8H-[1,4]diazepino[5',6':4,5]thieno[3,2-f]quinoxalin-8-one ClC=1N=C(C2=C(N1)CCN(C2)C([2H])([2H])[2H])OC2=NC=1C=CC3=C(C1N=C2)C2=C(S3)C(NC(CN2)C)=O